CC(CCOC=CC(CCCC(C)C)C)CCCC(C)C 1-((3,7-dimethyloctyl)oxy)-3,7-dimethyloct-1-ene